1-hydroxypyrrole-2,5-dione ON1C(C=CC1=O)=O